4-benzyloxy-1-(2-cyclopropyl-4-fluoro-phenyl)pyrazolo[3,4-d]pyrimidine C(C1=CC=CC=C1)OC1=C2C(=NC=N1)N(N=C2)C2=C(C=C(C=C2)F)C2CC2